N1C(N=CC2=C1N=CC=C2)=O pyrido[2,3-d]Pyrimidin-2-one